rac-N-{(2S,3R,4R)-4-fluoro-1-(2-hydroxy-2-methylpropanoyl)-4-methyl-2-[(2,3',5'-trifluoro[1,1'-biphenyl]-3-yl)methyl]pyrrolidin-3-yl}methanesulfonamide F[C@]1([C@@H]([C@@H](N(C1)C(C(C)(C)O)=O)CC=1C(=C(C=CC1)C1=CC(=CC(=C1)F)F)F)NS(=O)(=O)C)C |r|